COC=1C(=CC2=CN(N=C2C1)C1CCC(CC1)NC1CCC2(CCN(CC2)C(=O)[O-])CC1)NC(C1=NC(=CC=C1)C(F)(F)F)=O 9-(((1r,4r)-4-(6-methoxy-5-(6-(trifluoromethyl)picolinamido)-2H-indazol-2-yl)cyclohexyl)amino)-3-Azaspiro[5.5]undecane-3-carboxylate